(R)-N-(4-((2-(1,1-difluoroethyl)-6-methylpyrimidin-4-yl)amino)-5-((1-methylpyrrolidin-2-yl)methoxy)pyridin-2-yl)acetamide FC(C)(F)C1=NC(=CC(=N1)NC1=CC(=NC=C1OC[C@@H]1N(CCC1)C)NC(C)=O)C